4-[[(3S)-1-tert-butoxycarbonylpyrrolidin-3-yl]amino]-2-chloro-pyrimidine-5-carboxylic acid C(C)(C)(C)OC(=O)N1C[C@H](CC1)NC1=NC(=NC=C1C(=O)O)Cl